(E)-4-(4-(5-Methoxymethoxy-4'-methyl-biphenyl-2-yl)-but-3-en-1-yl)benzoic acid COCOC=1C=CC(=C(C1)C1=CC=C(C=C1)C)/C=C/CCC1=CC=C(C(=O)O)C=C1